1,3-propanediolAt C(CC[O-])[O-]